Cl.FC=1C=C2C(C(=CN3C2=C(C1N1CCN(CC1)C1=NC=CC=C1)OC[C@@H]3C)C(=O)O)=O (S)-9-fluoro-3-methyl-7-oxo-10-(4-(pyridin-2-yl)piperazin-1-yl)-2,3-dihydro-7H-[1,4]oxazino[2,3,4-ij]quinoline-6-carboxylic acid hydrochloride